N1CC(=CC1)C1=NC(=NC=C1)COC1=C(C#N)C=CC=C1F ((4-(2,5-dihydro-1H-pyrrol-3-yl)pyrimidin-2-yl)methoxy)-3-fluorobenzonitrile